bis(2,6-dimethylbenzoyl)-2,4,4-trimethyl-pentylphosphine oxide CC1=C(C(=O)P(CC(CC(C)(C)C)C)(C(C2=C(C=CC=C2C)C)=O)=O)C(=CC=C1)C